Cl.Cl.O1C(=NC=C1)CCN1C(=NC2=C1C=CC=C2)CCN 2-(1-(2-(oxazol-2-yl)ethyl)-1H-benzo[d]imidazol-2-yl)ethan-1-amine dihydrochloride